(4S)-4-amino-4-[(benzenesulfonyl)carbamoyl]butanamide N[C@@H](CCC(=O)N)C(NS(=O)(=O)C1=CC=CC=C1)=O